NC=1C2=C(N=C(N1)Cl)N(C=C2)[C@@H]2C[C@@H]([C@@H]1[C@H]2OC(O1)(C)C)C=1C=C(C=C(C1)C=1C=NSC1)NC(C)=O N-{3-[(3aR,4R,6R,6aS)-6-{4-amino-2-chloropyrrolo[2,3-d]pyrimidin-7-yl}-2,2-dimethyl-tetrahydro-3aH-cyclopenta[d][1,3]dioxol-4-yl]-5-(1,2-thiazol-4-yl)phenyl}acetamide